N=1N=CN2C=NC(=CC21)OC2=C(C=C(C=C2)NC2=NC=NC1=CC=C(C=C21)NC(C(=C)F)=O)C N-(4-((4-([1,2,4]triazolo[4,3-c]pyrimidin-7-yloxy)-3-methylphenyl)amino)quinazolin-6-yl)-2-fluoroacrylamide